(S)-3-(4-((4-((4-(6-(3-methyl-1H-1,2,4-triazol-1-yl)pyridin-2-yl)piperazin-1-yl)methyl)benzyl)oxy)-1-oxoisoindol-2-yl)piperidine-2,6-dione CC1=NN(C=N1)C1=CC=CC(=N1)N1CCN(CC1)CC1=CC=C(COC2=C3CN(C(C3=CC=C2)=O)[C@@H]2C(NC(CC2)=O)=O)C=C1